N-(4-trifluoromethylphenyl)-2-isobutyroyloxy-4-fluoro-5-chlorobenzamide FC(C1=CC=C(C=C1)NC(C1=C(C=C(C(=C1)Cl)F)OC(C(C)C)=O)=O)(F)F